C[C@H]1N(CCC=2N=NC(=CC21)OS(=O)(=O)C(F)(F)F)C(=O)OC(C)(C)C (R)-tert-butyl 5-methyl-3-(((trifluoromethyl)sulfonyl)oxy)-7,8-dihydropyrido[4,3-c]pyridazine-6(5H)-carboxylate